3-(Azepan-1-ylsulfonyl)-4-METHYLANILINE N1(CCCCCC1)S(=O)(=O)C=1C=C(N)C=CC1C